OC1=NC=CC(=N1)O 2,4-DIHYDROXYPYRIMIDINE